2,4-pentandiol CC(CC(C)O)O